BrC1=C(C(=C(C(=C1)F)OC)F)[N+](=O)[O-] 1-bromo-3,5-difluoro-4-methoxy-2-nitrobenzene